ethyl 6-(4-chlorophenyl)-5-methyl-2-(1-methyl-1H-pyrazol-4-yl)-3-oxo-2,3-dihydropyridazine-4-carboxylate ClC1=CC=C(C=C1)C=1C(=C(C(N(N1)C=1C=NN(C1)C)=O)C(=O)OCC)C